4-[(5,6-Dimethoxy-benzothiazol-2-ylcarbamoyl)-(4-ethanesulfonyl-phenyl)-methoxy]-benzoic acid COC=1C(=CC2=C(N=C(S2)NC(=O)C(OC2=CC=C(C(=O)O)C=C2)C2=CC=C(C=C2)S(=O)(=O)CC)C1)OC